2,2'-(Dithiodimethylene)Difuran C(SSCC=1OC=CC1)C=1OC=CC1